Cl.BC1=C(C(=O)N[C@H](C)C2=CC=CC3=CC=CC=C23)C=CC=C1C1CCNCC1.[B] boron (boryl)N-[(1R)-1-(1-Naphthyl)ethyl]-3-(4-piperidyl)benzamide Hydrochloride Salt